N-(5-bromo-4-fluoro-2-(4-methylpiperazin-1-yl)phenyl)-6-oxo-4-(trifluoromethyl)1,6-dihydropyridine-3-carboxamide BrC=1C(=CC(=C(C1)NC(=O)C1=CNC(C=C1C(F)(F)F)=O)N1CCN(CC1)C)F